CC=1C=C(C=CC1C)N1N=C(C=2C=NC=3C=CC(=CC3C21)OC)C2=CC(=C(OCCN1CCOCC1)C=C2)OC 4-(2-{4-[1-(3,4-dimethylphenyl)-8-methoxy-1H-pyrazolo[4,3-c]quinolin-3-yl]-2-methoxyphenoxy}ethyl)morpholine